C(C)(C)(C)N(C(=O)C=1C2=C(N(N1)C1=CC(=CC(=C1)Cl)Cl)C=1C=C(C(=CC1OC2)OC)[C@@H]2[C@@H](C2)C(=O)OCC)C |r| (1RS,2SR)-ethyl 2-(3-(tert-butyl(methyl)carbamoyl)-1-(3,5-dichlorophenyl)-7-methoxy-1,4-dihydrochromeno[4,3-c]pyrazol-8-yl)cyclopropanecarboxylate